(1S,3R,4S)-2-((S)-2-(3-chlorophenyl)-2-hydroxyacetyl)-N-((S)-1-cyano-2-((R)-2-oxopyrrolidin-3-yl)ethyl)-5,5-difluoro-2-azabicyclo[2.2.2]octane-3-carboxamide ClC=1C=C(C=CC1)[C@@H](C(=O)N1[C@@H]2CC([C@H]([C@@H]1C(=O)N[C@@H](C[C@@H]1C(NCC1)=O)C#N)CC2)(F)F)O